3-(Benzyloxy)propan-1-amine C(C1=CC=CC=C1)OCCCN